O=C1N(C(=C2N1C=CN=C2)O)C21CC(C2)(C1)CC(=O)O (S)-2-(3-(3-oxohydroxyimidazo[1,5-a]pyrazin-2(3H)-yl)bicyclo[1.1.1]pentan-1-yl)acetic acid